P(O)(=O)(OP(=O)(O)OP(=O)(O)O)OC[C@@H]1[C@H](C[C@@H](O1)N1C(=O)NC(=O)C(=C1)C#CC)O.FC(C(F)(F)[Si](C)(C)C)(C(F)(F)F)F Heptafluoropropyl-trimethylsilane 5-propynyl-2'-deoxyuridine-5'-triphosphate